C(CCCCCCCCCCCCCCC)OC(CCN(C(CCCCCCCCCCCCCCC)=O)CCO)O N-(hexadecyloxyhydroxypropyl)-N-hydroxyethylhexadecaNamid